N-(3-Amino-5-(trifluoromethyl)phenyl)-2-phenylacetamide NC=1C=C(C=C(C1)C(F)(F)F)NC(CC1=CC=CC=C1)=O